3-[4-(phenoxy)phenyl]-1H-pyrazolo[3,4-d]pyrimidin-4-amine O(C1=CC=CC=C1)C1=CC=C(C=C1)C1=NNC2=NC=NC(=C21)N